FC=1C=C(C=CC1)C1C(N(C2=CC=CC=C12)C(=O)OC(C)(C)C)=O tert-butyl 3-(3-fluorophenyl)-2-oxoindoline-1-carboxylate